2-(4-((4-amino-2-(ethoxymethyl)-1H-imidazo[4,5-c]quinolin-7-yl)methyl)phenyl)acetonitrile NC1=NC=2C=C(C=CC2C2=C1N=C(N2)COCC)CC2=CC=C(C=C2)CC#N